FC1=NC(=CC=C1C(C)=O)F 1-(2,6-difluoro-3-pyridinyl)ethanone